C1=C(C=CC=2C3=CC=CC=C3C12)C(=O)NCC(=O)OC methyl (biphenylene-2-carbonyl)glycinate